(R)-3-((2-chloro-5-(1-(difluoromethyl)-1H-pyrazol-3-yl)pyridin-4-yl)amino)-2-fluoropropan-1-ol ClC1=NC=C(C(=C1)NC[C@H](CO)F)C1=NN(C=C1)C(F)F